FC=1C=NC(=NC1)CCS(=O)(=O)N 2-(5-fluoropyrimidin-2-yl)ethanesulfonamide